C(C)(C)(C)OC(=O)N1[C@H](CN(C(C1)=O)CC1=CC=CC=C1)C (s)-4-benzyl-2-methyl-5-oxopiperazine-1-carboxylic acid tert-butyl ester